[N+](=O)([O-])C=1C=NC(=NC1)OCC(=O)OC 1-methyl 2-[(5-nitropyrimidin-2-yl)oxy]acetate